5-(5-(3-(1H-1,2,3-triazol-4-yl)azetidin-1-yl)-1,3,4-oxadiazol-2-yl)-N-(5,6-difluoro-2,3-dihydro-1H-inden-2-yl)pyridin-2-amine N1N=NC(=C1)C1CN(C1)C1=NN=C(O1)C=1C=CC(=NC1)NC1CC2=CC(=C(C=C2C1)F)F